5-(3-chloro-4-fluorophenoxy)pyridine ClC=1C=C(OC=2C=CC=NC2)C=CC1F